COC(C(=CO[C@@H]1CC[C@@H](CC1)C1=CC=CC=C1)C=1C(N(C=CC1)C)=O)=O 2-(1-methyl-2-oxo-1,2-dihydropyridin-3-yl)-3-{[(cis)-4-phenylcyclohexyl]oxy}prop-2-enoic acid methyl ester